2,6-dichloro-7-cyclobutyl-7H-purin-8-yl{7-fluoro-3-(methoxymethoxy)-8-[(triisopropylsilyl)ethynyl]-1-naphthyl}methanol ClC1=NC(=C2N(C(=NC2=N1)C(O)C1=CC(=CC2=CC=C(C(=C12)C#C[Si](C(C)C)(C(C)C)C(C)C)F)OCOC)C1CCC1)Cl